2,2-dimethyl-4-(4-(4-methylpiperazin-1-yl)piperidin-1-yl)-2,3-dihydrobenzene CC1(C=CC=C(C1)N1CCC(CC1)N1CCN(CC1)C)C